C1(CC1)C=1N=NN(C1)[C@H](C(=O)N1[C@@H](C[C@H](C1)O)C(=O)NCCC=1C=NOC1C)C(C)(C)C (2S,4r)-1-[(2S)-2-(4-cyclopropyl-triazol-1-yl)-3,3-dimethyl-butyryl]-4-hydroxy-N-[2-(5-methylisoxazol-4-yl)ethyl]pyrrolidine-2-carboxamide